p-ethyl-benzoyl-hydrazine C(C)C1=CC=C(C(=O)NN)C=C1